C(C)(C)(C)OC(=O)N1C[C@H](CC1)OC=1C=NNC1Br.ClC=1C=C(C(=O)NC2=NC=C(C=C2)C2(CCC2)C2=NC3=C(N2)C(=CC(=C3)F)F)C=CC1 3-chloro-N-{5-[1-(5,7-difluoro-1H-benzimidazol-2-yl)cyclobutyl]pyridin-2-yl}benzamide (S)-tert-butyl-3-((5-bromo-1H-pyrazol-4-yl)oxy)pyrrolidine-1-carboxylate